(S)-N-((S)-1-cyano-2-((R)-2-oxopiperidin-3-yl)ethyl)-2-((2,5-difluorophenyl)-L-alanyl)-2-azabicyclo[2.2.2]octane-3-carboxamide C(#N)[C@H](C[C@@H]1C(NCCC1)=O)NC(=O)[C@H]1N(C2CCC1CC2)C([C@@H](NC2=C(C=CC(=C2)F)F)C)=O